4-hydroxyflavone C1=CC=C2C(=C1)C(=O)C=C(O2)C3=CC=C(C=C3)O